2-[3-(dibenzylamino)-2-fluoro-4-nitrophenyl]propionic acid tert-butyl ester C(C)(C)(C)OC(C(C)C1=C(C(=C(C=C1)[N+](=O)[O-])N(CC1=CC=CC=C1)CC1=CC=CC=C1)F)=O